(methoxymethyl)-1-{[2-(2H3)methyl-3,4-dihydro-1H-isoquinolin-7-yl]methyl}pyrazole COCC1=NN(C=C1)CC1=CC=C2CCN(CC2=C1)C([2H])([2H])[2H]